ClC1=CC(=C(CC2=NC=C(C(=N2)OC2CCN(CC2)CC2=NC3=C(N=NC(=C3)C(=O)OCC)N2C[C@H]2OCC2)F)C=C1)F ethyl (S)-6-((4-((2-(4-chloro-2-fluorobenzyl)-5-fluoropyrimidin-4-yl) oxy) piperidin-1-yl) methyl)-7-(oxetan-2-ylmethyl)-7H-imidazo[4,5-c]pyridazine-3-carboxylate